FC1=CC(=NC=C1)C1=CC(=C(C(=O)N)C=C1)CC 4-(4-fluoropyridin-2-yl)-2-ethylbenzamide